(2-fluoro-5-methoxy-4-(prop-2-yn-1-ylamino)phenyl)dimethylphosphine oxide FC1=C(C=C(C(=C1)NCC#C)OC)P(C)(C)=O